BrC1=C(C=C2C=C(N(C2=C1)C1CC1)C1=CCC(CC1)NC(OC(C)(C)C)=O)F tert-Butyl (4-(6-bromo-1-cyclopropyl-5-fluoro-1H-indol-2-yl)cyclohex-3-en-1-yl)carbamate